methyl 3-((S)-1-aminoethyl)-5-benzyl-4,5-dihydroisoxazol-5-carboxylate hydrochloride Cl.N[C@@H](C)C1=NOC(C1)(C(=O)OC)CC1=CC=CC=C1